ClC1=C(C=CC2=C1C(=N[C@H](C=1N2C=C(N1)C(=O)NC(C)C)C)C1=NC(=CC=C1F)O)C(F)(F)F (4S)-7-chloro-6-(3-fluoro-6-hydroxy-2-pyridyl)-N-isopropyl-4-methyl-8-(trifluoromethyl)-4H-imidazo[1,2-a][1,4]benzodiazepine-2-carboxamide